1-butylpyrrolidinium tetrafluoroborate F[B-](F)(F)F.C(CCC)[NH+]1CCCC1